C(#N)C=1C(=NC=CC1)N1C=C(C=2C1=NC=C(C2)C=2C(=NOC2C)C)C2=C(C=C(C(=O)O)C=C2)OC(F)(F)F 4-(1-(3-cyanopyridin-2-yl)-5-(3,5-dimethylisoxazol-4-yl)-1H-pyrrolo[2,3-b]pyridin-3-yl)-3-(trifluoromethoxy)benzoic acid